CN1N=CC2=C1NC1=C(NC2)C=CC=C1C 1,9-dimethyl-1,4,5,10-tetra-hydrobenzo[b]pyrazolo[3,4-e]-[1,4]diazepine